C(C=C)C=1C=C(C=CC1OC1=CC=C(C=C1)N)C1=CC(=C(C=C1)OC1=CC=C(C=C1)N)CC=C 3,3'-diallyl-4,4'-bis(4-aminophenoxy)biphenyl